(S)-tert-butyl 4-((2-acetamidoethyl) (4-(5,6,7,8-tetrahydro-1,8-naphthyridin-2-yl) butyl) amino)-2-aminobutyrate C(C)(=O)NCCN(CC[C@@H](C(=O)OC(C)(C)C)N)CCCCC1=NC=2NCCCC2C=C1